CS(=O)(C1=C(C=CC=C1)C)=NC1=C(C=CC=C1)C#CC=1C=CC(=NC1)C(=O)O 5-[2-(2-{[methyl(2-methylphenyl)oxo-λ6-sulfanylidene]amino}phenyl)ethynyl]pyridine-2-carboxylic acid